C1C(CC2=CC=CC=C12)NC1=NC=C(C=N1)C=1C=C(C=CC1)NC(C1=CN=C(C=C1)C1=NN=NN1)=O N-(3-(2-((2,3-dihydro-1H-inden-2-yl)amino)pyrimidin-5-yl)phenyl)-6-(1H-tetrazol-5-yl)nicotinamide